(1,2-bis(2-chloroacetyl)-1,2,5-triazepan-5-yl)-4-oxobutanoic acid ClCC(=O)N1N(CCN(CC1)C(C(=O)O)CC=O)C(CCl)=O